N-(3-chloro-2-fluorophenyl)-6-methyl-4-oxo-1-(m-tolyl)-1,4-dihydropyridazine-3-carboxamide ClC=1C(=C(C=CC1)NC(=O)C1=NN(C(=CC1=O)C)C=1C=C(C=CC1)C)F